ON([C@@H](CC1=CC=CC=C1)C(=O)OCCOC(C(C)(C)C)=O)O dihydroxyphenylalanine, pivaloyloxyethyl ester